N-methyl-4-(2-methyl-3-oxo-2,3-dihydro[1,2,4]triazolo[4,3-a]pyridin-7-yl)-N-propyl-3,4-dihydro-2H-pyrido[3,2-b][1,4]oxazine-7-carboxamide CN(C(=O)C1=CC=2OCCN(C2N=C1)C1=CC=2N(C=C1)C(N(N2)C)=O)CCC